tert-butyl N-[(1S)-2-[[3-(2,6-difluorobenzoyl)-5-(difluoromethyl)-5,6-dihydro-4H-cyclopenta[b]thiophen-2-yl]amino]-1-methyl-2-oxo-ethyl]carbamate FC1=C(C(=O)C=2C3=C(SC2NC([C@H](C)NC(OC(C)(C)C)=O)=O)CC(C3)C(F)F)C(=CC=C1)F